antimony triacontanoate C(CCCCCCCCCCCCCCCCCCCCCCCCCCCCC)(=O)[O-].[Sb+3].C(CCCCCCCCCCCCCCCCCCCCCCCCCCCCC)(=O)[O-].C(CCCCCCCCCCCCCCCCCCCCCCCCCCCCC)(=O)[O-]